NCC(=O)NC(=O)N glycyl-urea